4-[[(2R,3s,4r,5r)-3-(3,4-difluoro-2-methoxy-phenyl)-4,5-dimethyl-5-(trifluoromethyl)tetrahydrofuran-2-carbonyl]amino]-6-methyl-pyridine-2-carboxamide FC=1C(=C(C=CC1F)[C@H]1[C@@H](O[C@]([C@@H]1C)(C(F)(F)F)C)C(=O)NC1=CC(=NC(=C1)C)C(=O)N)OC